COC=1C=C(C(=O)OC)C=C(C1NCC=1C=NN(C1)C)[N+](=O)[O-] methyl 3-methoxy-4-(((1-methyl-1H-pyrazol-4-yl)methyl)amino)-5-nitrobenzoate